(1R)-6-chloro-1-[(3aR,4R,6R,6aR)-4-methoxy-2,2-dimethyl-3a,4,6,6a-tetrahydrofuro[3,4-d][1,3]dioxol-6-yl]isochromane ClC=1C=C2CCO[C@H](C2=CC1)[C@H]1O[C@H]([C@H]2[C@@H]1OC(O2)(C)C)OC